C1(=CC=CC=C1)CC(OC)([O-])[O-] methyl phenyl-orthoacetate